N-[[2-(3-chlorophenyl)oxetan-2-yl]methyl]cyclohexanecarboxamide ClC=1C=C(C=CC1)C1(OCC1)CNC(=O)C1CCCCC1